2-butenyl butynoate C(C#CC)(=O)OCC=CC